(3R)-3-amino-5-[(4-chlorophenyl)methyl]-8-fluoro-7-[5-(2-methyl-5-methylsulfonyl-phenyl)-1,2,4-oxadiazol-3-yl]-1,1-dioxo-2,3-dihydro-1λ6,5-benzothiazepin-4-one N[C@H]1CS(C2=C(N(C1=O)CC1=CC=C(C=C1)Cl)C=C(C(=C2)F)C2=NOC(=N2)C2=C(C=CC(=C2)S(=O)(=O)C)C)(=O)=O